BrC1=NC=CC(=C1F)OC 2-bromo-3-fluoro-4-methoxypyridine